ClC1=CNC2=C(C=CC(=C12)Cl)NS(=O)(=O)C=1C=NN(C1)C(CO)C N-(3,4-Dichloro-1H-indol-7-yl)-1-(2-hydroxy-1-methylethyl)pyrazol-4-sulfonamid